S(=O)(=O)([O-])C1=CC=C(C)C=C1.N[C@@H](C)C(=O)OCCCCCCCCCCCC.[NH4+] Ammonium dodecyl L-alaninate tosylate salt